C(C(C)C)[C@@H]1N(CC=2C3=C(C=CC2[C@H]1C1=CC=C(C=C1)NC1CN(C1)C(=O)OC(C)(C)C)N(N=C3)C3OCCCC3)C tert-butyl 3-((4-((6R,7S)-7-isobutyl-8-methyl-3-(tetrahydro-2H-pyran-2-yl)-6,7,8,9-tetrahydro-3H-pyrazolo[3,4-h]isoquinolin-6-yl) phenyl) amino)azetidin-1-carboxylate